FC=1C(=CC(=NC1)C)C(C(=O)O)C (5-fluoro-2-methylpyridin-4-yl)propionic acid